2-[acetyl-(2,6-difluoropyridin-4-yl)amino]-N-(2,2-dimethylcyclobutyl)-5-methylthiazole-4-carboxamide C(C)(=O)N(C=1SC(=C(N1)C(=O)NC1C(CC1)(C)C)C)C1=CC(=NC(=C1)F)F